Indol-3-propionat N1C=C(C2=CC=CC=C12)CCC(=O)[O-]